6-(3-(azetidin-1-yl)phenyl)-2-(pyridin-2-yl)-[1,2,4]triazolo[4,3-a]pyridin-3(2H)-one N1(CCC1)C=1C=C(C=CC1)C=1C=CC=2N(C1)C(N(N2)C2=NC=CC=C2)=O